N-({2-[5-Chloro-2-(2H-1,2,3-triazol-2-yl)benzoyl]-4-methyl-2-azabicyclo[3.1.1]heptan-3-yl}methyl)-5-(trifluoromethyl)pyrazin-2-amin ClC=1C=CC(=C(C(=O)N2C3CC(C(C2CNC2=NC=C(N=C2)C(F)(F)F)C)C3)C1)N1N=CC=N1